4,4'-bis-(4-phenyl-2,1,3-triazol-2-yl)stilbene-2,2'-disulphonate C1(=CC=CC=C1)C1=NN(N=C1)C=1C=C(C(=CC1)C=CC=1C(=CC(=CC1)N1N=CC(=N1)C1=CC=CC=C1)S(=O)(=O)[O-])S(=O)(=O)[O-]